ClCC1=CC=C(C=C1)CCl α,α'-dichlorop-xylene